CCCCCCCC/C=C\CCCCCCCCOC[C@H](COP(=O)([O-])OCC[N+](C)(C)C)O 1-(9Z-octadecenyl)-sn-glycero-3-phosphocholine